FC1=C2C(=CC=3N=C(N(C31)CCNC(OC(C)(C)C)=O)C)CC(C2)CO tert-butyl N-[2-[4-fluoro-6-(hydroxymethyl)-2-methyl-6,7-dihydro-5H-cyclopenta[f]benzimidazol-3-yl]ethyl]carbamate